C(C)(C)(C)N1N=C(C(=C1)O)CC 1-tert-butyl-3-ethyl-4-hydroxy-pyrazol